1,4,5,8-tetrahydroxy-9,10-anthraquinone OC1=CC=C(C=2C(C3=C(C=CC(=C3C(C12)=O)O)O)=O)O